N-(1-(2-(6-((2R,6S)-2,6-dimethylmorpholino)pyridin-2-yl)-1,6-naphthyridin-7-yl)-2-methoxyethyl)-1-(methylsulfonyl)-1H-indazole-6-carboxamide C[C@H]1O[C@H](CN(C1)C1=CC=CC(=N1)C1=NC2=CC(=NC=C2C=C1)C(COC)NC(=O)C1=CC=C2C=NN(C2=C1)S(=O)(=O)C)C